C(C)N[C@@H]1CNCC1 (S)-N-ethylpyrrolidin-3-amine